butyl 3-[1-(tert-butoxycarbonyl)-6-[4-(tert-butoxycarbonyl)piperazine-1-carbonyl]indol-2-yl]-6,6-dimethyl-5,7-dihydro-4H-indazole-1-carboxylate C(C)(C)(C)OC(=O)N1C(=CC2=CC=C(C=C12)C(=O)N1CCN(CC1)C(=O)OC(C)(C)C)C1=NN(C=2CC(CCC12)(C)C)C(=O)OCCCC